C(CCCCCCCCCCCC=CCCCCCCCC)(=O)OCCCCCCCCCCCCCCCCCCCCCCCCCCCCCCCCCCCCCC(CC)C 38-methyltetracontyl docos-13-enoate